N-(6-((5-bromo-2-((2,5-dichloro-4-(4-(4-methyl-1,4-diazepan-1-yl)piperidin-1-yl)phenyl)amino)pyrimidin-4-yl)amino)-2,3-dihydrobenzofuran-5-yl)methanesulfonamide BrC=1C(=NC(=NC1)NC1=C(C=C(C(=C1)Cl)N1CCC(CC1)N1CCN(CCC1)C)Cl)NC1=CC2=C(CCO2)C=C1NS(=O)(=O)C